ClC1=C(C=CC=C1)CC(=O)NC1=CC(=C(C=C1)N1N=CC(=C1)C(F)(F)F)S(N=CN(C)C)(=O)=O 2-(2-Chlorophenyl)-N-(3-{[(dimethylamino)methylene]sulfamoyl}-4-[4-(trifluoro-methyl)-1H-pyrazol-1-yl]phenyl)acetamide